ClC=1C=C2CC3(C(NC2=CC1)=O)CCN(CC3)CCOC3=CC1=C(N(C=N1)C1CC(C1)(C)O)C(=C3)C(F)(F)F 6'-chloro-1-(2-{1-[(cis)-3-hydroxy-3-methylcyclobutyl]-7-(trifluoromethyl)-1H-1,3-benzimidazol-5-yloxy}ethyl)-1'H,4'H-spiro[piperidine-4,3'-quinolin]-2'-one